methyl (E)-2-[2-[3-(pyrimidin-2-yloxy)phenoxy]-phenyl]-3-methoxyacrylate N1=C(N=CC=C1)OC=1C=C(OC2=C(C=CC=C2)/C(/C(=O)OC)=C\OC)C=CC1